C(C)(C)(C)OC(=O)O[C@@H]1C([C@H](N(C1)C(=O)OC(C)(C)C)CC1=CC=C(C=C1)OC)O tert-butyl (2R,4S)-4-[(tert-butoxycarbonyl)oxy]-3-hydroxy-2-[(4-methoxyphenyl)methyl]pyrrolidine-1-carboxylate